((2-fluoro-8-(4,4,5,5-tetramethyl-1,3,2-dioxaborolan-2-yl)Naphthalene-1-yl)ethynyl)triisopropylsilane FC1=C(C2=C(C=CC=C2C=C1)B1OC(C(O1)(C)C)(C)C)C#C[Si](C(C)C)(C(C)C)C(C)C